L-Cystine dihydrochloride Cl.Cl.C([C@@H](C(=O)O)N)SSC[C@@H](C(=O)O)N